1-thiophenecarboxylic acid methyl ester COC(=O)S1C=CC=C1